BrC=1C(=C2C3=C(N=CN=C3C1)N1[C@H](CO2)CN(CC1)C(=O)OC(C)(C)C)Cl tert-butyl (8aS)-5-bromo-6-chloro-8a,9,11,12-tetrahydropyrazino[2',1':3,4]-[1,4]oxazepino[5,6,7-de]quinazoline-10(8H)-carboxylate